2-(4-((4-propylphenyl)amino)cyclohexyl)acetic acid C(CC)C1=CC=C(C=C1)NC1CCC(CC1)CC(=O)O